FC(=C(C)C1=CC=C2C(COCC2=C1)NC)F 7-(1,1-difluoroprop-1-en-2-yl)-N-methylisochroman-4-amine